(E)-4-(2-(pyrene-1-yl)vinyl)phenol C1(=CC=C2C=CC3=CC=CC4=CC=C1C2=C34)/C=C/C3=CC=C(C=C3)O